N-(4-(2-(4-Fluoro-2-hydroxyphenyl)propyl)-6-(((R)-1-hydroxy-4-methylpentan-2-yl)amino)-1,3,5-triazin-2-yl)methanesulfonamide FC1=CC(=C(C=C1)C(CC1=NC(=NC(=N1)N[C@@H](CO)CC(C)C)NS(=O)(=O)C)C)O